2-(4-fluorophenyl)-N-(3-(methylsulfonamido)phenyl)thiazole-4-carboxamide FC1=CC=C(C=C1)C=1SC=C(N1)C(=O)NC1=CC(=CC=C1)NS(=O)(=O)C